N-(1,3-benzodioxol-5-yl)-3-(4-chloro-3,5-diethyl-pyrazol-1-yl)-N-methyl-benzamide O1COC2=C1C=CC(=C2)N(C(C2=CC(=CC=C2)N2N=C(C(=C2CC)Cl)CC)=O)C